2-(4-((1-(2-(2,6-dioxopiperidin-3-yl)-1-oxoisoindolin-5-yl)piperidin-4-yl)methyl)piperazin-1-yl)-5-isopropoxy-N-(1-methyl-2-oxo-1,2-dihydropyridin-3-yl)benzo[d]thiazole-6-carboxamide O=C1NC(CCC1N1C(C2=CC=C(C=C2C1)N1CCC(CC1)CN1CCN(CC1)C=1SC2=C(N1)C=C(C(=C2)C(=O)NC=2C(N(C=CC2)C)=O)OC(C)C)=O)=O